CC=1C(=C2C=NNC2=CC1)OB(O)O (5-methyl-1H-indazole-4-yl)boric acid